[Sn].[Cs] cesium tin